C(C)(=O)N1CC[C@@H]2N(C([C@H](C1)NC(OC(C)(C)C)=O)=O)[C@@H](CC2)C(N[C@@H]2CCOC1=CC=CC=C21)=O tert-butyl ((5S,8S,10aR)-3-acetyl-8-(((R)-chroman-4-yl)carbamoyl)-6-oxodecahydropyrrolo[1,2-a][1,5]diazocin-5-yl)carbamate